(S)-4-[6-(benzyloxy)-6-oxohexanamido]-5-oxo-5-{[2-({α-D-mannopyranosyl-(1→3)-[α-D-mannopyranosyl-(1→6)]-α-D-mannopyranosyl}oxy)ethyl]amino}pentanoic acid C(C1=CC=CC=C1)OC(CCCCC(=O)N[C@@H](CCC(=O)O)C(NCCO[C@@H]1[C@@H](O)[C@@H](O[C@@H]2[C@@H](O)[C@@H](O)[C@H](O)[C@H](O2)CO)[C@H](O)[C@H](O1)CO[C@@H]1[C@@H](O)[C@@H](O)[C@H](O)[C@H](O1)CO)=O)=O